4-thiazolyl(benzimidazole) S1C(=NC=C1)C1=CC=CC=2N=CNC21